NC1=C(N=C2N1C=CC=C2C=2C(=NC=CC2)OC)C(=O)NCCC 3-Amino-8-(2-methoxypyridin-3-yl)-N-propylimidazo[1,2-a]pyridine-2-carboxamide